2-(2,2-difluoroethylamino)-2-methyl-propanal FC(CNC(C=O)(C)C)F